CC/C=C\\CCOC(=O)OC The molecule is a carbonate ester that is dimethyl carbonate in which one of the methyl groups has been replaced by a (Z)-hex-3-en-1-yl group. It has a floral scent and is used in the production of fruit or vegetable-like flavour additives. It has a role as a flavouring agent. It is a carbonate ester and an olefinic compound. It derives from a (Z)-hex-3-en-1-ol.